tricyanic acid triacrylate C(C=C)(=O)O.C(C=C)(=O)O.C(C=C)(=O)O.N#CO.N#CO.N#CO